C(C=C)(=O)N1C[C@@H](N(CC1)C=1C2=C(N(CN1)C=1C(=NC=CC1C)C(C)C)N=C(C(=C2)F)C2=C(C=CC=C2O)F)C 4-((S)-4-propenoyl-2-methylpiperazin-1-yl)-6-fluoro-7-(2-fluoro-6-hydroxyphenyl)-1-(2-isopropyl-4-methylpyridin-3-yl)pyrido[2,3-d]Pyrimidine